cyclobutyl(4-(((2S,3R,4R,5S)-3,4,5-trihydroxy-2-(hydroxymethyl)piperidin-1-yl)methyl)piperidin-1-yl)methanone C1(CCC1)C(=O)N1CCC(CC1)CN1[C@H]([C@H]([C@@H]([C@H](C1)O)O)O)CO